carbonimidodithioate C(=N)([S-])[S-]